OC1=C(C=C(C=C1)B1OC(C(O1)(C)C)(C)C)S(=O)(=O)NC 2-hydroxy-N-methyl-5-(4,4,5,5-tetramethyl-1,3,2-dioxaborolan-2-yl)benzenesulfonamide